4-(4-Bromo-2,3-dihydrobenzofuran-2-yl)-3-fluorobenzonitrile BrC1=CC=CC2=C1CC(O2)C2=C(C=C(C#N)C=C2)F